4-fluorophenylsulfonyl chloride FC1=CC=C(C=C1)S(=O)(=O)Cl